5-(4-amino-7H-pyrrolo[2,3-d]pyrimidin-7-yl)cyclopent-3-ene-1,2-diol NC=1C2=C(N=CN1)N(C=C2)C2C=CC(C2O)O